1-(3-(2,4-Difluoro-3-hydroxy-5-(trifluoromethyl)phenyl)-1-methyl-1H-pyrazolo[4,3-c]pyridin-6-yl)-3-methylazetidine-3-carbonitrile FC1=C(C=C(C(=C1O)F)C(F)(F)F)C1=NN(C2=C1C=NC(=C2)N2CC(C2)(C#N)C)C